C(C)(C)(C)C1=C(C=CC(=C1)C(C)(C)C)B(O)O (2,4-di-tert-butylphenyl)boronic acid